N1C=NC(C1)C(=O)N imidazoline-4-carboxamide